tert-butyl N-[1-[5-(2,6-dibenzyloxy-3-pyridyl)-2-pyridyl]-4-piperidyl]-N-methyl-carbamate C(C1=CC=CC=C1)OC1=NC(=CC=C1C=1C=CC(=NC1)N1CCC(CC1)N(C(OC(C)(C)C)=O)C)OCC1=CC=CC=C1